[HeH]C1SC=CC=C1 heliothiine